N-fluorenylmethoxycarbonyl-3-cyclohexyl-L-alanine C1(=CC=CC=2C3=CC=CC=C3CC12)COC(=O)N[C@@H](CC1CCCCC1)C(=O)O